N-[4-[2-(6-amino-1,1-difluoro-hexyl)phenyl]thiazol-2-yl]-3-bromo-benzenesulfonamide NCCCCCC(F)(F)C1=C(C=CC=C1)C=1N=C(SC1)NS(=O)(=O)C1=CC(=CC=C1)Br